C(C1=CC=CC=C1)N(C(C1=C(C=C(C(=C1)C(C)C)O)O)=O)C(C)C N-benzyl-2,4-dihydroxy-N,5-diisopropylbenzamide